C(C\C=C\C)(=O)O trans-3-Pentenoic Acid